NC1CC(N(C1)C1=CC=2C[C@@H]3N(CC2C=C1)[C@@H](CN(C3)C3=C1C=CC=NC1=C(C=C3)C#N)C)=O 5-[(4R,11aS)-9-(4-Amino-2-oxopyrrolidin-1-yl)-4-methyl-1,3,4,6,11,11a-hexahydropyrazino[1,2-b]isochinolin-2-yl]chinolin-8-carbonitril